BrC=1C=C2C(=NC=NC2=C(C1)C(F)(F)F)NC(C)C=1N(N=CN1)C1=NC=C(C=C1)F 6-bromo-N-[1-[2-(5-fluoro-2-pyridyl)-1,2,4-triazol-3-yl]ethyl]-8-(trifluoromethyl)quinazolin-4-amine